C(C)OC(CCCCCCC\C=C/C\C=C/C\C=C/CC)=O alpha-linolenic acid ethyl ester